3-(3-(chloroformyl)-2,4,6-triiodo-5-(2-methoxyacetamido)benzoylamino)propane ClC(=O)C=1C(=C(C(=O)NCCC)C(=C(C1I)NC(COC)=O)I)I